C1(CCCCC1)CC[C@@H](C(=O)N(C)CCOC)NC(=O)C1=NN(C(=C1)C1=C(C=CC=C1OC)OC)CC(C)C (2S)-4-cyclohexyl-2-{[5-(2,6-dimethoxyphenyl)-1-(2-methylpropyl)-1H-pyrazol-3-yl]formamido}-N-(2-methoxyethyl)-N-methylbutanamide